C12CCCC(N(C1)C(=O)OC(C)(C)C)CN2 tert-butyl 6,8-diazabicyclo[3.2.2]nonane-6-carboxylate